6-methoxy-2-methyl-2H-indazol-5-amine COC=1C(=CC2=CN(N=C2C1)C)N